2-acetyl-8-(2-fluoro-4-(5-methyl-1,2,4-oxadiazol-3-yl)phenyl)-5-(4-(trifluoro-methyl)benzyl)-2,5,8-triazaspiro[3.5]nonane-6,9-dione C(C)(=O)N1CC2(C1)N(C(CN(C2=O)C2=C(C=C(C=C2)C2=NOC(=N2)C)F)=O)CC2=CC=C(C=C2)C(F)(F)F